1-(1H-pyrrol-2-yl)-1,2-propanedione N1C(=CC=C1)C(C(C)=O)=O